(R)-((2-chloro-6-((R)-3-methylmorpholino)pyrimidin-4-yl)imino)(cyclopropyl)-(methyl)-λ6-sulfanone ClC1=NC(=CC(=N1)N=[S@@](=O)(C)C1CC1)N1[C@@H](COCC1)C